N,N'-dicyclopentadienyl-4,4-biphenyldicarboxamide C1(C=CC=C1)NC(=O)C1(CC=C(C=C1)C1=CC=CC=C1)C(=O)NC1C=CC=C1